ClC=1C(=C(C=CC1OC1=CC2=C(N(N=N2)C)C=C1)NC=1C2=C(N=CN1)C=NC(=N2)S(=O)(=O)C)F N-(3-chloro-2-fluoro-4-((1-methyl-1H-benzo[d][1,2,3]triazol-5-yl)oxy)phenyl)-6-(methylsulfonyl)pyrimido[5,4-d]pyrimidin-4-amine